C1=CC=CC=2SC3=CC=CC=C3N(C12)CCC(C=C)=C 1-(N-phenothiazinyl)-3-methylenepent-4-ene